ClC=1C(N(N=CC1CCCO)COCC[Si](C)(C)C)=O 4-Chloro-5-(3-hydroxypropyl)-2-(2-trimethylsilylethoxymethyl)pyridazin-3-one